C(C1=CC=CC=C1)OC1=C2C(=CNC2=CC(=C1)F)C1CNCC1 4-(benzyloxy)-6-fluoro-3-(pyrrolidin-3-yl)-1H-indole